aspartic acid calcium salt [Ca+2].N[C@@H](CC(=O)[O-])C(=O)[O-]